FC(S(=O)(=O)OC1=CC=C(C=C1)SC)(F)F 4-(methylthio)phenyl trifluoromethanesulfonate